3-(5-(4-(5-(2-Fluoro-4-(3-(4-fluoro-3-(trifluoromethyl)phenyl)-7-hydroxychroman-4-yl)phenoxy)pentyl)piperazin-1-yl)-1-oxoisoindolin-2-yl)piperidin-2,6-dion FC1=C(OCCCCCN2CCN(CC2)C=2C=C3CN(C(C3=CC2)=O)C2C(NC(CC2)=O)=O)C=CC(=C1)C1C(COC2=CC(=CC=C12)O)C1=CC(=C(C=C1)F)C(F)(F)F